CC1C(CCC(=C1)C)C=O 2,4-dimethyl-3-cyclohexene-formaldehyde